N[C@H]1CC[C@H](CC1)C1=C(C=CC(=C1)C=1C(=NN(C1C)C)C)C=1C(=NC(=NC1)C1=C(C=CC=C1OC)F)C(=O)N (2-((cis)-4-aminocyclohexyl)-4-(1,3,5-trimethyl-1H-pyrazol-4-yl)phenyl)-2-(2-fluoro-6-methoxyphenyl)pyrimidine-4-carboxamide